C(CCC)OC1=C(C=C(C=C1)/C=C/C(=O)NCNC1=CC=C(C=C1)F)OC (E)-3-(4-butoxy-3-methoxyphenyl)-N-((4-fluorophenyl)aminomethyl)acrylamide